C1CCC2=C(C=3CCCC3C=C12)NC(=O)N=S(=O)(N)C=1C=NN2C1OC[C@@H](C2)O (6R)-N'-((1,2,3,5,6,7-hexahydro-s-indacen-4-yl)carbamoyl)-6-hydroxy-6,7-dihydro-5H-pyrazolo[5,1-b][1,3]oxazine-3-sulfonimidamide